C(=O)C1CCC(CC1)N1N=C2C=C(C(=CC2=C1)[N-]CC1=NC(=CC=C1)C(F)(F)F)OC N-(2-((1R,4R)-4-formylcyclohexyl)-6-methoxy-2H-indazol-5-yl)-6-(trifluoromethyl)picolinyl-Amide